(3-mercaptopropyl)dimethyl-(ethoxy)silane SCCC[Si](OCC)(C)C